N-[3-[5-(2,4-dimethoxypyrimidin-5-yl)-1H-pyrazolo[3,4-b]pyridine-3-carbonyl]-2,6-difluorophenyl]propane-1-sulfonamide sodium ethylenebisdithiocarbamate C(CNC([S-])=S)NC([S-])=S.[Na+].COC1=NC=C(C(=N1)OC)C=1C=C2C(=NC1)NN=C2C(=O)C=2C(=C(C(=CC2)F)NS(=O)(=O)CCC)F.[Na+]